5-[2-[(1-methyl-6,7-dihydro-5H-cyclopenta[c]pyridin-6-yl)methylamino]ethyl]-2-oxo-1,3-oxazol CC1=NC=CC2=C1CC(C2)CNCCC2=CNC(O2)=O